[N+](=O)(OCC(=O)N1CCC(CC1)C=1C=C2C(N(C=NC2=CC1)CC(=O)N(C)CC1=CC(=C(C=C1)C#N)Cl)=O)[O-] [2-[4-[3-[2-[(3-Chloro-4-cyanophenyl)methyl-methylamino]-2-oxoethyl]-4-oxoquinazolin-6-yl]piperidin-1-yl]-2-oxoethyl] nitrate